methyl 2-(4-bromo-3-fluorophenyl)acrylate BrC1=C(C=C(C=C1)C(C(=O)OC)=C)F